CC1=CSC=2N=C(N=C(C21)N2CCN(CC2)C)NC2=CC=C(C=C2)N2CCN(CC2)C 5-methyl-4-(4-methylpiperazin-1-yl)-N-(4-(4-methylpiperazin-1-yl)phenyl)thieno[2,3-d]pyrimidin-2-amine